ETHYLENEDIAMINETETRAACETIC ACID disodium salt [Na+].[Na+].C(CN(CC(=O)[O-])CC(=O)[O-])N(CC(=O)O)CC(=O)O